2-amino-3-methyl-N-(1-(2-pyrimidinyl)cyclopropyl)-N-((5-(trifluoromethyl)-2-pyridinyl)methyl)-6-quinolinecarboxamide NC1=NC2=CC=C(C=C2C=C1C)C(=O)N(CC1=NC=C(C=C1)C(F)(F)F)C1(CC1)C1=NC=CC=N1